(S)-4-Bromo-N-(1-cyclopropyl-2-(3-hydroxyazetidin-1-yl)ethyl)-N-methylbenzamide BrC1=CC=C(C(=O)N(C)[C@H](CN2CC(C2)O)C2CC2)C=C1